(S)-3-methyl-N-(6-(5-methyl-1,2,4-oxadiazol-3-yl)-2,3-dihydrobenzofuran-3-yl)isoxazole-4-carboxamide CC1=NOC=C1C(=O)N[C@@H]1COC2=C1C=CC(=C2)C2=NOC(=N2)C